The molecule is a tetrapeptide composed of two L-alanine units linked to two L-aspartic acid units by peptide linkages. It has a role as a metabolite. It derives from a L-alanine and a L-aspartic acid. C[C@@H](C(=O)N[C@@H](C)C(=O)N[C@@H](CC(=O)O)C(=O)N[C@@H](CC(=O)O)C(=O)O)N